dioxopiperidin O=C1C(NCCC1)=O